N1=CN=CC2=C1N(CC2)C(=O)[O-] 5,6-dihydro-7H-pyrrolo[2,3-d]pyrimidine-7-carboxylate